(Z)-cinnamyl alcohol C(\C=C/C1=CC=CC=C1)O